3-((3-(4-(2-(isobutylsulfonyl)phenoxy)-3-(trifluoromethyl)phenyl)-1,2,4-oxadiazol-5-yl)methyl)-1-(2-morpholinoethyl)imidazolidine-2,4-dione C(C(C)C)S(=O)(=O)C1=C(OC2=C(C=C(C=C2)C2=NOC(=N2)CN2C(N(CC2=O)CCN2CCOCC2)=O)C(F)(F)F)C=CC=C1